3-((5-([1,2,4]triazolo[4,3-a]pyridin-6-yl)-4-methoxy-7H-pyrrolo[2,3-d]pyrimidin-2-yl)amino)-1-methylcyclobutan-1-ol N=1N=CN2C1C=CC(=C2)C2=CNC=1N=C(N=C(C12)OC)NC1CC(C1)(O)C